2-chloro-8-(2,2-dimethyl-propyl)-5-methyl-8H-pyrido[2,3-d]pyrimidin-7-one ClC=1N=CC2=C(N1)N(C(C=C2C)=O)CC(C)(C)C